2,8-dihydroxy-1-methoxyanthraquinone OC1=C(C=2C(C3=C(C=CC=C3C(C2C=C1)=O)O)=O)OC